(2S,4S)-4-azido-5-fluoro-2-phenylpiperidine-1-carboxylic acid tert-butyl ester C(C)(C)(C)OC(=O)N1[C@@H](C[C@@H](C(C1)F)N=[N+]=[N-])C1=CC=CC=C1